naphthalene phosphate monosodium salt [Na+].P(=O)([O-])(O)O.C1=CC=CC2=CC=CC=C12